methyl 2-(5-((4-(3-((2-((1S)-1-((tetrahydro-2H-pyran-2-yl)oxy)ethyl)-1H-imidazol-1-yl)methyl)isoxazol-5-yl)phenyl)ethynyl)pyridin-2-yl)acetate O1C(CCCC1)O[C@@H](C)C=1N(C=CN1)CC1=NOC(=C1)C1=CC=C(C=C1)C#CC=1C=CC(=NC1)CC(=O)OC